(R)-5-((5-([1,2,4]triazolo[1,5-a]pyridin-7-yl)-4-methoxy-7H-pyrrolo[2,3-d]pyrimidin-2-yl)amino)-1-methylpiperidin-2-one N=1C=NN2C1C=C(C=C2)C2=CNC=1N=C(N=C(C12)OC)N[C@@H]1CCC(N(C1)C)=O